OCCC=1C=C(C=CC1)C1=NC=2N(C(=C1)N1CCN(CC1)C(=O)OCC1=CC=CC=C1)N=C(C2C2=CC=CC=C2)C benzyl 4-(5-(3-(2-hydroxyethyl)phenyl)-2-methyl-3-phenylpyrazolo[1,5-a]pyrimidin-7-yl)-piperazine-1-carboxylate